C1(CC1)N1C(=CC=2N=NC(=CC21)C2=C(C=CC=C2)O)C2CCNCC2 4-[5-cyclopropyl-3-(2-hydroxyphenyl)pyrrolo[3,2-c]pyridazin-6-yl]piperidin